The molecule is a triterpenoid that is the methyl ester of lansiolic acid. It has been isolated from the twigs of Lansium domesticum. It has a role as an antibacterial agent and a plant metabolite. It is a secondary alcohol, a triterpenoid and a methyl ester. It derives from a lansiolic acid. CC1=CC[C@H]([C@]([C@H]1CC[C@H]2C(=C)CC[C@@H]3[C@@]2(CC[C@@H](C3(C)C)O)C)(C)CCC(=O)OC)C(=C)C